FC1=CC=C(C=C1)C1=NOC(=C1COC1=CC=C(N=N1)N1CC(N(CC1)C(=O)OC(C)(C)C)C(=O)OC)C 1-tert-butyl 2-methyl 4-[6-((3-(4-fluorophenyl)-5-methylisoxazol-4-yl)methoxy) pyridazin-3-yl]piperazine-1,2-dicarboxylate